1-(3-oxo-3-(2,2,2-trichloroethoxy)propyl) 4-(1-(4-((trifluoromethyl)thio)phenyl)cyclobutyl) 2-methylenesuccinate C=C(C(=O)OCCC(OCC(Cl)(Cl)Cl)=O)CC(=O)OC1(CCC1)C1=CC=C(C=C1)SC(F)(F)F